1-Methyl-5-mercaptotetrazolium C[N+]=1NN=NC1S